iso-nonyl methacrylate C(C(=C)C)(=O)OCCCCCCC(C)C